2-(3,4-dichlorobenzylidene)-6-hydroxy-2,3-dihydro-1H-inden-1-one ClC=1C=C(C=C2C(C3=CC(=CC=C3C2)O)=O)C=CC1Cl